FC=1C=C(C(=C2CCCC(C12)=O)[N+](=O)[O-])O 8-fluoro-6-hydroxy-5-nitro-3,4-dihydronaphthalene-1(2H)-one